ethyl 5-((4-ethylpiperazin-1-yl)methyl)-4-(trifluoromethyl)picolinate C(C)N1CCN(CC1)CC=1C(=CC(=NC1)C(=O)OCC)C(F)(F)F